ClC1N=C(C=C(N1C=O)Cl)Cl 2,4,6-trichloropyrimidine-3-formaldehyde